7-((adamantan-1-yl)amino)-N-(3-(2,6-dioxopiperidin-3-yl)benzofuran-5-yl)heptylamide C12(CC3CC(CC(C1)C3)C2)NC(CCCCCC[NH-])C=2C=CC3=C(C(=CO3)C3C(NC(CC3)=O)=O)C2